C1(CC1)C=1C(=C2CC(N(C2=C(C1)C)CC(=O)NC(C(=O)O)(C(C)C)C)=O)C 2-(5-cyclopropyl-4,7-dimethyl-2-oxoindolin-1-yl)acetamido-2,3-dimethylbutyric acid